CN1CC(C1)(C)[C@@](C=1C=C(C=NC1)C1=NOC(=N1)C1CCC(NC1)=O)(C1=CC=C(C=C1)C(C)C)O 5-(3-{5-[(R)-(1,3-Dimethyl-azetidin-3-yl)-hydroxy-(4-isopropyl-phenyl)-methyl]-pyridin-3-yl}-[1,2,4]oxadiazol-5-yl)-piperidin-2-one